(S)-(3-(1-Amino-1,3-dihydrospiro[indene-2,4'-piperidin]-1'-yl)-6-(3-(3,4-dimethyl-oxyphenoxy)prop-1-yn-1-yl)pyrazin-2-yl)methanol N[C@@H]1C2=CC=CC=C2CC12CCN(CC2)C=2C(=NC(=CN2)C#CCOC2=CC(=C(C=C2)OC)OC)CO